C1CO[C@H](N1)C(=O)O oxaproline